N[C@@H]1C[C@H](N(C1)C(C1=CC=CC=C1)=O)C=1SC=C(N1)C(=O)N[C@H](C(=O)NC)CCCCNC(=N)N 2-((2S,4R)-4-Amino-1-benzoylpyrrolidin-2-yl)-N-((S)-6-guanidino-1-(methylamino)-1-oxohexan-2-yl)thiazol-4-carboxamid